[K].N1C=NC=C1 Imidazole potassium